N-[[6-[2-cyano-1-(cyclobutylmethylamino)ethyl]imidazo[1,2-a]pyridin-2-yl]methyl]-4-oxo-pyrido[1,2-a]pyrimidine-2-carboxamide C(#N)CC(NCC1CCC1)C=1C=CC=2N(C1)C=C(N2)CNC(=O)C=2N=C1N(C(C2)=O)C=CC=C1